1-(6-((4-chloro-2-fluorobenzyl)oxy)-5-fluoropyridin-2-yl)piperazin-2-one ClC1=CC(=C(COC2=C(C=CC(=N2)N2C(CNCC2)=O)F)C=C1)F